N-[3-[5-bromo-1-(oxazolidin-2-yl)pyrazolo[3,4-b]pyridine-3-carbonyl]-2,6-difluorophenyl]-1-phenylmethanesulfonamide BrC=1C=C2C(=NC1)N(N=C2C(=O)C=2C(=C(C(=CC2)F)NS(=O)(=O)CC2=CC=CC=C2)F)C2OCCN2